trimethyl-adamantaneamine CC12CC3(CC(CC(C1)(C3)N)(C2)C)C